ClC1=C(C=CC=C1C1=C(C(=NC=C1)C1=CC(=C(C=C1)CN1CCC2(CC(N2)=O)CC1)OC)Cl)C1=CC=C(C(=N1)OC)CN1CCC2(CC(N2)=O)CC1 7-((6-(2-Chloro-3-(3-chloro-2-(3-methoxy-4-((2-oxo-1,7-diazaspiro[3.5]nonan-7-yl)methyl)phenyl)pyridin-4-yl)phenyl)-2-methoxypyridin-3-yl)methyl)-1,7-diazaspiro[3.5]nonan-2-one